CC1=CC=CC(=N1)C1=C(N=CN1)C=1C=C2C=C(C=NC2=CC1)C=1C=C(SC1)C(=O)OC[C@H]1C[C@H](CCC1)N |r| [rac-(1R,3S)-3-aminocyclohexyl]methyl 4-[6-[5-(6-methyl-2-pyridyl)-1H-imidazol-4-yl]-3-quinolyl]thiophene-2-carboxylate